(3R)-1-[(1R,6S)-2,2,6-trimethylcyclohexyl]-3-hexanol CC1([C@@H]([C@H](CCC1)C)CC[C@@H](CCC)O)C